N-(4-Fluorobenzyl)-N-isopropyl-4-methyl-2-(2,4,5-trifluoro-3-hydroxyphenyl)thiazole-5-carboxamide FC1=CC=C(CN(C(=O)C2=C(N=C(S2)C2=C(C(=C(C(=C2)F)F)O)F)C)C(C)C)C=C1